OC(=O)C(F)(F)F.CNC(=O)C1=NC=C(C=C1)C1CCNCC1 N-methyl-5-(piperidin-4-yl)pyridineamide TFA salt